1-(5-phenylpentyl)-D-proline C1(=CC=CC=C1)CCCCCN1[C@H](CCC1)C(=O)O